4-[[(2S)-1,4-dioxan-2-yl]methoxy]-1-methyl-9-(2-pyridylmethoxy)-6,7-dihydrobenzo[a]quinolizin-2-one O1[C@@H](COCC1)COC=1N2CCC3=C(C2=C(C(C1)=O)C)C=CC(=C3)OCC3=NC=CC=C3